FC1=CC=C(C=C1)CN1C(C(=CC2=CC(=CN=C12)C1COC1)C(=O)NC1CC2(C1)CCC2)=O 1-(4-fluorophenylmethyl)-6-(oxetan-3-yl)-2-oxo-N-(spiro[3.3]hept-2-yl)-1,2-dihydro-1,8-naphthyridine-3-carboxamide